3,4,5-Triiodophenol IC=1C=C(C=C(C1I)I)O